3-chloro-2-fluoro-6-(4-(((1r,3r)-3-hydroxy-3-methylcyclobutyl)amino)pyrido[3,4-d]pyridazin-1-yl)phenol ClC=1C(=C(C(=CC1)C1=C2C(=C(N=N1)NC1CC(C1)(C)O)C=NC=C2)O)F